FC1=C(CP([O-])(=O)C)C=C(C=C1)CO (2-fluoro-5-(hydroxymethyl)benzyl)(methyl)phosphinate